C(C)(C)(C)NC(C(C1=CC=CC=C1)N1C(C2=C(C=CC(=C2)C)C2(C=NC3=CC=CC=C23)CC1)=O)=O N-(tert-butyl)-2-(8-methyl-1-oxo-3,4-dihydrospiro[benzo[c]azepin-5,3'-indol]-2(1H)-yl)-2-phenylacetamide